N-(2,2-dimethyl-6-(4-((3-methyl-1,2,4-oxadiazol-5-yl)methyl)piperazin-1-yl)-2,3-dihydrobenzofuran-5-yl)pyrazolo[1,5-a]pyrimidine-3-carboxamide CC1(OC2=C(C1)C=C(C(=C2)N2CCN(CC2)CC2=NC(=NO2)C)NC(=O)C=2C=NN1C2N=CC=C1)C